ClC=1C=NN(C1C1=NN2C(C(CCC2)NC=2C=CC(=C(C#N)C2)C=2N(C=C(N2)C(F)(F)F)CC)=C1)C(C)C 5-((2-(4-chloro-1-isopropyl-1H-pyrazol-5-yl)-4,5,6,7-tetrahydropyrazolo[1,5-a]pyridin-4-yl)amino)-2-(1-ethyl-4-(trifluoromethyl)-1H-imidazol-2-yl)benzonitrile